C1NCCC2=CC=CC(=C12)CN1CCCC12CCN(CC2)C(=O)OC(C(F)(F)F)C(F)(F)F 1,1,1,3,3,3-hexafluoropropan-2-yl 1-((1,2,3,4-tetrahydroisoquinolin-8-yl) methyl)-1,8-diazaspiro[4.5]decane-8-carboxylate